ethylene glycol mono(2-methylhexyl) ether CC(COCCO)CCCC